ClC=1C(=C(C=CC1Cl)NC=1C2=C(N=CN1)C=CC(=N2)[C@H]2CNCCC2)F (R)-N-(3,4-dichloro-2-fluorophenyl)-6-(piperidin-3-yl)pyrido[3,2-d]pyrimidin-4-amine